FC1=C(C=C(C(=C1)N1[C@H](CCC1)COC1=NC=CC=C1C)F)C(CC(=O)OCC)=O ethyl (R)-3-(2,5-difluoro-4-(2-(((3-methylpyridin-2-yl) oxy) methyl) pyrrolidin-1-yl) phenyl)-3-oxopropionate